CN1N=C(C(=C1)I)C1C(C1)F Methyl-3-(2-fluorocyclopropyl)-4-iodo-1H-pyrazole